N-cyclopropyl-N-methyl-bicyclo[1.1.1]pentan-1-amine C1(CC1)N(C12CC(C1)C2)C